3-(2-fluoro-phenyl)propynoic acid FC1=C(C=CC=C1)C#CC(=O)O